ClC1=CC=C(C=C1)C1=N[C@H](C=2N(C3C1C(=C(S3)C)C)C(=NN2)C)CC(NCCOCCOCCOCC(=O)O)=O 1-((6S)-4-(4-chlorophenyl)-2,3,9-trimethyl-3a,10a-dihydro-6H-thieno[3,2-f][1,2,4]triazolo[4,3-a][1,4]diazepin-6-yl)-2-oxo-6,9,12-trioxa-3-azatetradecan-14-oic acid